Cl.ClC1=NC=2N(C(=C1C1=C(C=C(C=C1F)C#CCNC)F)N[C@H](C)C(C)(C)C)N=CN2 (R)-5-chloro-6-(2,6-difluoro-4-(3-(methylamino)prop-1-yn-1-yl)phenyl)-N-(3,3-dimethylbutan-2-yl)-[1,2,4]triazolo[1,5-a]pyrimidin-7-amine hydrochloride